4-methylpiperazine-1-carboxylic acid [(2s,3s,4e,6s,7s,10s)-7,10-dihydroxy-3,7-dimethyl-12-oxo-2-[(2e,4e)-6-pyrimidin-2-ylhept-2,4-dien-2-yl]-1-oxododec-4-en-6-yl] ester O[C@]([C@H](/C=C/[C@@H]([C@H](C=O)\C(\C)=C\C=C\C(C)C1=NC=CC=N1)C)OC(=O)N1CCN(CC1)C)(CC[C@@H](CC=O)O)C